C(=O)=C1NOC=2C3=C1C=CC=C3C(=CC2)N2N=CC(=C2C(F)(F)F)C(=O)NC2=CC(=NC=C2)C(F)(F)F 1-(3-carbonyl-2,3-dihydronaphtho[1,8-de][1,2]oxazin-7-yl)-5-(trifluoromethyl)-N-(2-(Trifluoromethyl)pyridin-4-yl)-1H-pyrazole-4-carboxamide